2-(1-(2-chlorophenyl)-1-(2-methylpyrimidin-5-yl)propan-2-yl)-5-hydroxy-N-(isoxazol-4-yl)-1-methyl-6-oxo-1,6-dihydropyrimidine-4-carboxamide ClC1=C(C=CC=C1)C(C(C)C=1N(C(C(=C(N1)C(=O)NC=1C=NOC1)O)=O)C)C=1C=NC(=NC1)C